3-bromo-4,4'-dimethylbenzophenone BrC=1C=C(C(=O)C2=CC=C(C=C2)C)C=CC1C